4-chloro-3-fluoro-2-(4-iodo-2-methylpyrazol-3-yl)-6-(tetrahydro-1H-pyrrol-1-yl)benzene-1-carbonitrile ClC1=C(C(=C(C(=C1)N1CCCC1)C#N)C=1N(N=CC1I)C)F